2-[(2S)-2-aminopropyl]-7-{[(thiophen-2-yl)methyl]amino}thieno[3,2-b]pyridine N[C@H](CC1=CC2=NC=CC(=C2S1)NCC=1SC=CC1)C